1-(tert-butylcarbonyl)-7-azaindole-4-boronic acid pinacol ester C(C)(C)(C)C(=O)N1C=CC=2C(=CC=NC12)B1OC(C)(C)C(C)(C)O1